5-chloro-3-cyclobutyl-1-(tetrahydro-2H-pyran-2-yl)-1H-pyrazolo[4,3-b]pyridine ClC1=CC=C2C(=N1)C(=NN2C2OCCCC2)C2CCC2